CCCCCCCCCCCCCCCCCC(=O)O[C@H](COC(=O)CCC/C=C\C/C=C\C/C=C\CCCCCCCC)COP(=O)([O-])OCC[N+](C)(C)C 1-(5Z,8Z,11Z-eicosatrienoyl)-2-octadecanoyl-sn-glycero-3-phosphocholine